N-[2-(dimethylamino)ethyl]-N-methyl-formamide CN(CCN(C=O)C)C